BrCC1=C(C(=O)OC)C=CC(=C1)F methyl 2-(bromomethyl)-4-fluorobenzoate